4-((4-methylpiperidin-1-yl)methyl)aniline CC1CCN(CC1)CC1=CC=C(N)C=C1